C(CCCCCCCCC)N(CCS(=O)(=O)[O-])C.[Na+] Sodium decylmethyltaurate